2-benzyl-4-(2,4-dichlorophenyl)imidazole C(C1=CC=CC=C1)C=1NC=C(N1)C1=C(C=C(C=C1)Cl)Cl